F[C@@H]1[C@H]2COC[C@@H](C[C@@H]1N(C=1N=CC(=NC1)C1=C(C=C(C=C1)C=1C=NNC1)O)C)N2 2-(5-(((1R,5R,6R,7S)-6-fluoro-3-oxa-9-azabicyclo[3.3.1]nonan-7-yl)(methyl)amino)pyrazin-2-yl)-5-(1H-pyrazol-4-yl)phenol